N[C@H](C(=O)O)CCC=C (S)-2-Aminohex-5-enoic acid